2-(1-cyclopropylethyl)-6-(1-(methylsulfinyl)ethyl)phenol C1(CC1)C(C)C1=C(C(=CC=C1)C(C)S(=O)C)O